ClC[C@@H](CC1(N(CCC1=C)C(=O)OC(C)(C)C)C(=O)OCC)O 1-(t-butyl) 2-ethyl 2-((R)-3-chloro-2-hydroxypropyl)-3-methylenepyrrolidin-1,2-dicarboxylate